N1=COC2=C1C=1CCCCC(C1C=C2)=O benzoxazolocycloheptanone